N1=C(C=CC=C1)CN1[C@@H](CCC1)C(=O)NC1=CC=C(C=C1)OC=1C=NC=CC1 (S)-1-(pyridin-2-ylmethyl)-N-(4-(pyridin-3-yloxy)phenyl)pyrrolidine-2-carboxamide